(1s,3s)-3-{3-[2-(methoxymethoxy)-6-methyl-4-(trifluoromethyl)phenyl]-6-methyl-5,6-dihydro-7H-pyrrolo[2,3-c]pyridazin-7-yl}-1-methylcyclobutanol COCOC1=C(C(=CC(=C1)C(F)(F)F)C)C1=CC2=C(N=N1)N(C(C2)C)C2CC(C2)(O)C